OC(CO)C1CN(CC1)C(CCCCCCCCCCC(=O)OC)=O methyl 12-(3-(1,2-dihydroxyethyl) pyrrolidin-1-yl)-12-oxododecanoate